7-bromo-5-fluoropyrrolo[1,2-b]pyridazine-3-carbonitrile BrC1=CC(=C2N1N=CC(=C2)C#N)F